C(CCCCCCCCCCCCCCCCC)[Si](C(C)C)(C)C octadecyl-dimethyl-trimethyl-silicon